C1(CC1)COC1=C(C(=C(C=C1)NC=1C2=C(N=CN1)C=CC(=N2)O[C@@H]2CNCC2)F)F (S)-N-(4-(cyclopropylmethoxy)-2,3-difluorophenyl)-6-(pyrrolidin-3-yloxy)pyrido[3,2-d]pyrimidin-4-amine